Cl.FC1(CN(CCC1)C1CCNCC1)F 3,3-difluoro-1,4'-bipiperidine hydrochloride